C1N(CC12CCC2)C=2C(=C(OC1CN(C1)C(=O)N1C[C@@H]3[C@@H](OCC(N3)=O)CC1)C=CC2)Cl (4aR,8aS)-6-[3-[3-(2-azaspiro[3.3]heptan-2-yl)-2-chloro-phenoxy]azetidine-1-carbonyl]-4,4a,5,7,8,8a-hexahydropyrido[4,3-b][1,4]oxazin-3-one